8-(6-tert-butylpyridin-3-yl)-2-methyl-6-oxo-2H,3H,4H,6H-pyrimido[2,1-b][1,3]thiazine-7-carbonitrile C(C)(C)(C)C1=CC=C(C=N1)C=1N=C2SC(CCN2C(C1C#N)=O)C